COC=1C=C(CN(C=2SC=C(N2)C(=O)OCC)CC2=CC=C(C=C2)N2CCOCC2)C=CC1 ethyl 2-((3-methoxybenzyl)(4-morpholinobenzyl)amino)thiazole-4-carboxylate